(2R)-3-(((2,3-bis(((S)-3-aminobutanoyl)-oxy)propoxy)(hydroxy)phosphoryl)oxy)propane-1,2-diyl ditetradecanoate dihydrochloride Cl.Cl.C(CCCCCCCCCCCCC)(=O)OC[C@H](COP(=O)(O)OCC(COC(C[C@H](C)N)=O)OC(C[C@H](C)N)=O)OC(CCCCCCCCCCCCC)=O